C(CCCCCC#C)N1C(CCC1)C(=O)NC(C1=CC=C(C=C1)C(C)C)C1=CC=CC=C1 1-(Oct-7-ynyl)-N-{phenyl-[4-(prop-2-yl)phenyl]methyl}pyrrolidine-2-carboxamide